The molecule is a cyclic hexapeptide echinocandin antibiotic isolated from Aspergillus nidulans var. echinulatus with specific anti-yeast activity. It has a role as an antiinfective agent. CCCCC/C=C\\C/C=C\\CCCCCCCC(=O)N[C@H]1C[C@H]([C@H](NC(=O)[C@@H]2[C@H]([C@H](CN2C(=O)[C@@H](NC(=O)[C@@H](NC(=O)[C@@H]3C[C@H](CN3C(=O)[C@@H](NC1=O)[C@@H](C)O)O)[C@@H]([C@H](C4=CC=C(C=C4)O)O)O)[C@@H](C)O)C)O)O)O